C(C)OC(=O)C1C(C(N(CC1)C)Br)=O 2-Bromo-1-methyl-3-oxopiperidine-4-carboxylic acid ethyl ester